OB1OC2=C(C1)C=CC(=C2)NC2=NC=C(C(=N2)N[C@@H]2COCC[C@H]2C#N)C (trans)-3-[[2-[(2-hydroxy-1,2-benzoxaborole-6-yl)amino]-5-methyl-pyrimidin-4-yl]amino]tetrahydropyran-4-carbonitrile